C(#N)N=S(=O)(C)C1=CC=C(C=C1)C=1N(C(C(=CN1)NCCCC1=CC=CC=C1)=O)CC(=O)O 2-(2-(4-(N-cyano-S-methylsulfonimidoyl)phenyl)-6-oxo-5-((3-phenylpropyl)amino)pyrimidin-1(6H)-yl)acetic acid